methyl 4-(3,4-dihydro-2H-1,3-benzoxazin-8-yl)-2-(3-oxa-8-azabicyclo[3.2.1]octan-8-yl)benzoate dihydrochloride Cl.Cl.O1CNCC2=C1C(=CC=C2)C2=CC(=C(C(=O)OC)C=C2)N2C1COCC2CC1